(bromomethyl)thiophene-2-carboxylic acid methyl ester COC(=O)C=1SC=CC1CBr